C(CCC)OC1=CC=C(C=C1)C[C@H](C(=O)OCC)N1CCN(CCN(CCN(CC1)CC(=O)O)CC(=O)O)CC(=O)O |r| Racemic-2,2',2''-{10-[3-(4-butoxyphenyl)-1-ethoxy-1-oxopropan-2-yl]-1,4,7,10-tetraazacyclododecane-1,4,7-triyl}triacetic acid